m-bis(tert-butylperoxy)diisopropylbenzene C(C)(C)(C)OOC1=CC(=C(C=C1C(C)C)C(C)C)OOC(C)(C)C